O=C1NC=CC(N1)=O 2,4-dioxo-3,4-dihydropyrimidine